[Li+].C1(CCCCC1)C(=O)[O-] cyclohexanecarboxylate lithium